COC=1C=C(C=C(C1)OC)C1=CC(=NC2=C(N=CC=C12)C1=CC=NN1)N1CCOCC1 4-(3,5-dimethoxyphenyl)-2-(morpholin-4-yl)-8-(1H-pyrazol-5-yl)-1,7-naphthyridine